CC1=C(C(=O)[O-])C=CC=N1 2-methyl-nicotinate